CN1C(N(C(C=2N(C=NC12)C)=O)CCOC1=C(C=C(C=C1)C=CC(=O)O)OC)=O 3-(4-(2-(3,7-dimethyl-2,6-dioxo-2,3,6,7-tetrahydro-1H-purin-1-yl)ethoxy)-3-methoxyphenyl)acrylic acid